ClC1=CC=C2C(=N1)NC(=N2)CNC(OCC2=CC=CC=C2)=O benzyl ((5-chloro-3H-imidazo[4,5-b]pyridin-2-yl)methyl)carbamate